(S)-2-(3-Cyclopropyl-1-methyl-4-oxo-1,4-dihydro-5H-pyrazolo[3,4-d]pyridazin-5-yl)-N-(1-(4-methoxyphenyl)ethyl)acetamid C1(CC1)C1=NN(C=2C=NN(C(C21)=O)CC(=O)N[C@@H](C)C2=CC=C(C=C2)OC)C